C(C1=CC=CC=C1)OCC=1N(C=2N(C(NC(C2N1)=O)=O)C)CC(F)F 8-((benzyloxy)methyl)-9-(2,2-difluoroethyl)-3-methyl-3,9-dihydro-1H-purine-2,6-dione